(+)-trans-6-[3-[[2-Chloro-4-(trifluoromethyl)phenyl]methoxy]azetidine-1-carbonyl]-4,4a,5,7,8,8a-hexahydropyrido[4,3-b][1,4]oxazin-3-one ClC1=C(C=CC(=C1)C(F)(F)F)COC1CN(C1)C(=O)N1C[C@@H]2[C@H](OCC(N2)=O)CC1